(4-(4-methylphenyl)thiophen-2-yl)(3,4,5-trimethoxyphenyl)methanone-O-methyl oxime CON=C(C1=CC(=C(C(=C1)OC)OC)OC)C=1SC=C(C1)C1=CC=C(C=C1)C